1,3-dihydro-2-benzofuran-4-amine C1OCC2=C1C=CC=C2N